ClC=1C=C(C=CC1)S(=O)(=O)CCOC(=O)C(CC(=O)OCC(=O)O)=C ((3-((2-((3-chlorophenyl)sulfonyl)ethoxy)carbonyl)but-3-enoyl)oxy)acetic acid